CC1=C(C(=NN1)C1=CC=CC=C1)O 5-methyl-3-phenyl-pyrazol-4-ol